N-((4-morpholinyl-1-(4-(trifluoromethoxy)phenyl)-1H-pyrazolo[3,4-b]pyridin-3-yl)methyl)acrylamide N1(CCOCC1)C1=C2C(=NC=C1)N(N=C2CNC(C=C)=O)C2=CC=C(C=C2)OC(F)(F)F